ClC1=NC=CC2=C(C(=CC=C12)C)NC(=O)C=1C=CC=C2C(=NC=NC12)NCC1=C(C=C(C=C1)OC)OC N-(1-chloro-6-methylisoquinolin-5-yl)-4-((2,4-dimethoxybenzyl)amino)quinazoline-8-carboxamide